CC=1N(N=C2C(=NN=C(C21)C)N2CCC(CC2)C(=O)N2C[C@H](CC2)N(C)C)C2=CC=C(C=C2)C (S)-(1-(3,4-dimethyl-2-(p-tolyl)-2H-pyrazolo[3,4-d]pyridazin-7-yl)piperidin-4-yl)(3-(dimethylamino)pyrrolidin-1-yl)methanone